1-methyl-1H-pyrazol-3(2H)-one CN1NC(C=C1)=O